7-bromo-5-fluoro-4-isopropylphthalazin-1(2H)-one BrC1=CC(=C2C(=NNC(C2=C1)=O)C(C)C)F